COC=1C=C(C=CC1NC=1N=CC2=CC=CC(=C2C1)C=1C=NN(C1)C1CCNCC1)C(=O)N1CC(C1)OC (3-methoxy-4-((5-(1-(piperidin-4-yl)-1H-pyrazol-4-yl)isoquinolin-3-yl)amino)phenyl)(3-methoxyazetidin-1-yl)methanone